CC(C)(OC1=NC(=NC(=C1C(F)(F)F)OC(C)(C)C)C1=NC=C(C=C1)C)C 4,6-bis(1,1-dimethylethoxy)-2-(5-methyl-2-pyridyl)-5-trifluoromethylpyrimidine